(3-(1-azido-1-cyclopropylethyl)-5-chloro-1H-pyrazolo[3,4-c]pyridin-1-yl)azetidine-1-carboxylic acid tert-butyl ester C(C)(C)(C)OC(=O)N1C(CC1)N1N=C(C=2C1=CN=C(C2)Cl)C(C)(C2CC2)N=[N+]=[N-]